(1R)-N-(4-(1-(2,2-difluoroethoxy)-2-methylpropan-2-yl)-3,5-difluorophenyl)-2-((3-hydroxy-1,2-oxazol-5-yl)carbonyl)-6-methoxy-1,2,3,4-tetrahydroisoquinoline-1-carboxamide FC(COCC(C)(C)C1=C(C=C(C=C1F)NC(=O)[C@@H]1N(CCC2=CC(=CC=C12)OC)C(=O)C1=CC(=NO1)O)F)F